DiethylZinc C(C)[Zn]CC